COC1=CC=C(C=C1)C[C@H]1NC[C@@H]([C@H]1O)O (2R,3S,4S)-2-[(4-methoxyphenyl)methyl]-3,4-pyrrolidinediol